bis(diphenylphosphine) ruthenium dichloride [Ru](Cl)Cl.C1(=CC=CC=C1)PC1=CC=CC=C1.C1(=CC=CC=C1)PC1=CC=CC=C1